OC1CNCCC1NC(OC(C)(C)C)=O Tert-Butyl (3-hydroxylpiperid-4-yl)carbamate